FC1=C(C(=CC=C1)C)N1N=C2C(=CC1=O)NN=C2C2=CC=C(C=C2)N2C[C@H]1COCCN1CC2 (S)-5-(2-Fluoro-6-methylphenyl)-3-(4-(hexahydropyrazino[2,1-c][1,4]oxazin-8(1H)-yl)phenyl)-1H-pyrazolo[4,3-c]pyridazin-6(5H)-on